2-chloro-4-(4-fluorophenyl)thiazole-5-carbonitrile ClC=1SC(=C(N1)C1=CC=C(C=C1)F)C#N